ClC1=C(C=CC=C1)N1NC=2C(=C(N(C(C2)=O)CC2=NC=CN=C2)C2=CC=C(C=C2)OC)C1=O 2-(2-chlorophenyl)-4-(4-methoxyphenyl)-5-(pyrazin-2-ylmethyl)-1H-pyrazolo[4,3-c]pyridine-3,6(2H,5H)-dione